3-fluoro-4-spiro[2H-benzofuran-3,1'-cyclopropane]-4-yloxy-aniline FC=1C=C(N)C=CC1OC1=CC=CC2=C1C1(CC1)CO2